4-[1-(2-chloro-5-fluoro-pyrimidin-4-yl)-4-fluoro-piperidine-4-carbonyl]-3,5-dihydro-2H-pyrido[3,4-f][1,4]oxazepine-9-carbonitrile ClC1=NC=C(C(=N1)N1CCC(CC1)(C(=O)N1CCOC2=C(C1)C=NC=C2C#N)F)F